4-(Dimethylamino)-7-fluoro-1-phenylquinazolin-2(1H)-one CN(C1=NC(N(C2=CC(=CC=C12)F)C1=CC=CC=C1)=O)C